IC=1C=NN(C1)C(C(=O)NC1=C(C=C(C=C1)C(F)(F)F)OCCOC)(C)C 2-(4-iodo-1H-pyrazol-1-yl)-N-(2-(2-methoxyethoxy)-4-(trifluoromethyl)phenyl)-2-methylpropanamide